2,3-bis(triethylgermyloxycarbonyl)-5-norbornene C(C)[Ge](OC(=O)C1C2C=CC(C1C(=O)O[Ge](CC)(CC)CC)C2)(CC)CC